4-bromobenzene-1-sulfonyl chloride BrC1=CC=C(C=C1)S(=O)(=O)Cl